NCC1(CC(=CC=C1)CN)O 1,3-Bis(amino-methyl)phenol